4-chloro-2-(isopropylcarbamoyl)thiazole-5-carboxylic acid ClC=1N=C(SC1C(=O)O)C(NC(C)C)=O